2-Methylene-4-phenyl-1,3-dioxolane C=C1OCC(O1)C1=CC=CC=C1